N1(C=NC=C1)C=1C=C(CN(CCC2=CC=C(C=C2)NC(=O)C2=C(C=C(C(=O)OC)C=C2)NC(=O)C=2OC3=CC=CC=C3C(C2)=O)CC2=CC(=CC=C2)N2C=NC=C2)C=CC1 Methyl 4-((4-(2-(bis(3-(1H-imidazol-1-yl)benzyl)amino)ethyl)phenyl)carbamoyl)-3-(4-oxo-4H-chromene-2-carboxamido)benzoate